4-fluoro-7-methyl-N-(2-(piperidin-4-ylamino)quinazolin-6-yl)-1H-indole FC1=C2C=CN(C2=C(C=C1)C)C=1C=C2C=NC(=NC2=CC1)NC1CCNCC1